[Na+].NC(CC(C)S(=O)(=O)[O-])N diaminoethylethylsulfonic acid sodium salt